IC=1C=C(C(=O)OCCCN2[C@@H](CCC2)COC=2N=C(C3=C(N2)CN(CC3)C3=CC=CC2=CC=CC(=C32)Cl)N3C[C@@H](N(CC3)C(C=C)=O)CC#N)C=CC1 3-[(2S)-2-[[7-(8-chloro-1-naphthyl)-4-[(3S)-3-(cyanomethyl)-4-prop-2-enoyl-piperazin-1-yl]-6,8-dihydro-5H-pyrido[3,4-d]pyrimidin-2-yl]oxymethyl]pyrrolidin-1-yl]propyl 3-iodobenzoate